2-(5-amino-2-(furan-2-yl)-7H-pyrazolo[4,3-e][1,2,4]triazolo[1,5-c]pyrimidin-7-yl)-N-((3-hydroxyoxetan-3-yl)methyl)-2-phenylacetamide NC1=NC2=C(C=3N1N=C(N3)C=3OC=CC3)C=NN2C(C(=O)NCC2(COC2)O)C2=CC=CC=C2